FC1=CC=C(C(=O)N2[C@@H](C=3N(CC2)C(=NC3N(S(=O)(=O)C)C)C3=NC(=NS3)C)C)C=C1 (R)-N-(7-(4-fluorobenzoyl)-8-methyl-3-(3-Methyl-1,2,4-thiadiazol-5-yl)-5,6,7,8-tetrahydroimidazo[1,5-a]pyrazin-1-yl)-N-Methylmethanesulfonamide